1-[2-[4-[(3S)-3-(6-methylpyridin-3-yl)-1,2-oxazolidine-2-carbonyl]piperidin-1-yl]pyrimidin-4-yl]pyrrolidin-2-one CC1=CC=C(C=N1)[C@H]1N(OCC1)C(=O)C1CCN(CC1)C1=NC=CC(=N1)N1C(CCC1)=O